O1C(=CC=C1)C1=NN2C(=NC=3C=CC=CC3C2=N1)S 2-(2-furyl)[1,2,4]triazolo[1,5-c]quinazolin-5-yl hydrosulfide